8-(1-(2,2-difluoroethyl)-1H-pyrazolo[3,4-b]pyrazin-6-yl)-1-(4,4,4-trifluorobutyl)-3-(6-(trifluoromethyl)pyridin-3-yl)-1,3,8-triazaspiro[4.5]decane-2,4-dione FC(CN1N=CC=2C1=NC(=CN2)N2CCC1(C(N(C(N1CCCC(F)(F)F)=O)C=1C=NC(=CC1)C(F)(F)F)=O)CC2)F